amino-8-(2,6-dimethylpyridin-4-yl)-7-phenyl-[1,2,4]Triazolo[4,3-c]Pyrimidin-3(2H)-one NN1N=C2N(C=NC(=C2C2=CC(=NC(=C2)C)C)C2=CC=CC=C2)C1=O